5α-Pregn-2-en-20-one CC([C@H]1CC[C@H]2[C@@H]3CC[C@H]4CC=CC[C@]4(C)[C@H]3CC[C@]12C)=O